CC(C=[N+](CC1=CC=C(C=C1)C)[O-])CCCCCCCCC 2-methyl-N-(4-methylbenzyl)undecan-1-imine oxide